C1(=CC=CC=C1)/C=C/CC(CO)(C(F)(F)F)C(F)(F)F (E)-5-phenyl-2,2-bis(trifluoromethyl)pent-4-en-1-ol